NO Oxyammonia